(R)-1-(2-(3-aminoazetidin-1-yl)-7-(8-ethyl-7-fluoro-3-hydroxynaphthalen-1-yl)-8-fluoropyrido[4,3-d]pyrimidin-4-yl)-3-methylpiperidin-3-ol NC1CN(C1)C=1N=C(C2=C(N1)C(=C(N=C2)C2=CC(=CC1=CC=C(C(=C21)CC)F)O)F)N2C[C@@](CCC2)(O)C